COC1=CC=C(C=C1)C(=O)NNC=1C=2N=CN([C@H]3[C@H](O)[C@H](O)[C@@H](CO)O3)C2N=CN1 N6-(4-methoxyphenyl-carbonylamino)-adenosine